1-(4-{[(1S)-5-[2-(2-aminopyridin-3-yl)-5-(4-fluoropiperidin-1-yl)imidazo[4,5-b]pyridin-3-yl]-2,3-dihydro-1H-inden-1-yl]amino}piperidin-1-yl)prop-2-en NC1=NC=CC=C1C1=NC=2C(=NC(=CC2)N2CCC(CC2)F)N1C=1C=C2CC[C@@H](C2=CC1)NC1CCN(CC1)CC=C